FC(C(=O)O)(F)F.C1(CC1)C(C)N1N=CC2=CC(=CC(=C12)C)C1=CN=C2C(=NC=NN21)N 7-(1-(1-Cyclopropylethyl)-7-methyl-1H-indazol-5-yl)imidazo[2,1-f][1,2,4]triazin-4-amine trifluoroacetate salt